4-(3-Chloroanilino)-2'-[(2R)-2-methyl-3-{[(5S)-5-methyl-5,6,7,8-tetrahydroquinolin-4-yl]oxy}propyl]-2',3'-dihydrospiro[cyclohexane-1,1'-indene]-4-carboxylic acid ClC=1C=C(NC2(CCC3(C(CC4=CC=CC=C34)C[C@H](COC3=CC=NC=4CCC[C@@H](C34)C)C)CC2)C(=O)O)C=CC1